(5S,7R)-7-fluoro-5-phenyl-N-[(3S)-5-methyl-4-oxo-2,3-dihydro-1,5-benzoxazepin-3-yl]-6,7-dihydro-5H-pyrrolo[1,2-b][1,2,4]triazole-2-carboxamide F[C@@H]1C[C@H](N2N=C(N=C21)C(=O)N[C@H]2COC1=C(N(C2=O)C)C=CC=C1)C1=CC=CC=C1